[Si](C)(C)(C(C)(C)C)OC(CCO)CCO 3-((tert-Butyldimethylsilyl)oxy)pentane-1,5-diol